tert-butyl 3-amino-3-(3-chloro-2-methylphenyl)azetidine-1-carboxylate NC1(CN(C1)C(=O)OC(C)(C)C)C1=C(C(=CC=C1)Cl)C